(6-(8-Oxa-3-azabicyclo[3.2.1]octan-3-yl)-4-(piperidin-1-yl)pyridin-3-yl)methanol C12CN(CC(CC1)O2)C2=CC(=C(C=N2)CO)N2CCCCC2